FC1=C(C(=CC(=C1)N[C@@H]1CN(CC1)CCCF)F)[C@H]1N([C@@H](CC2=CC(=CC=C12)C(=O)OC)C)CC(C)(F)F methyl (1S,3R)-1-(2,6-difluoro-4-(((S)-1-(3-fluoropropyl)pyrrolidin-3-yl)amino)phenyl)-2-(2,2-difluoropropyl)-3-methyl-1,2,3,4-tetrahydroisoquinoline-6-carboxylate